N-(4-((8-fluoro-3-(phenylsulfonyl)-7-(o-tolyl)pyrrolo[3,2-e]indazol-6(3H)-yl)methyl)phenethyl)propan-1-amine FC1=C(N(C2=C1C=1C=NN(C1C=C2)S(=O)(=O)C2=CC=CC=C2)CC2=CC=C(CCNCCC)C=C2)C2=C(C=CC=C2)C